(3bR,4aR)-ethyl 1-(2-((1s,4R)-4-((3-methylpyridin-2-yl)oxy)cyclohexyl)ethyl)-3b,4,4a,5-tetrahydro-1H-cyclopropa[3,4]cyclopenta[1,2-c]pyrazole-3-carboxylate CC=1C(=NC=CC1)OC1CCC(CC1)CCN1N=C(C2=C1C[C@@H]1[C@H]2C1)C(=O)OCC